2-(1-hydroxyethyl)pyrimidine OC(C)C1=NC=CC=N1